C(CCCCCCCCCCC)N=C=O 1-dodecylisocyanate